N1C=C(C2=CC=CC=C12)OC(C=C)=O 1H-indol-3-ylacrylate